BrC=1C=CC(=NC1)C(=O)N[C@H]1COCC1 (R)-5-Bromo-N-(tetrahydrofuran-3-yl)pyridineamide